C([O-])([O-])=O.C(O)(O)=O.C(O)(O)=O.C(O)(O)=O.C([O-])(O)=O.[Fe+3] ferric pentacarbonate